ClCONC=O chloromethoxyformamide